2-(2-Boc-hydrazino)-2-cyclohexylacetic acid C(=O)(OC(C)(C)C)NNC(C(=O)O)C1CCCCC1